BrC12CC3(CC(CC(C1)C3)C2)CN2C(C(=CC=C2)NC([C@H](CCC(C(=O)NC)=O)NC(=O)C=2OC3=C(C2C)C=CC=C3)=O)=O (2S)-N1-(1-((3-bromo-1-adamantyl)methyl)-2-oxo-1,2-dihydropyridin-3-yl)-N6-methyl-2-(3-methylbenzofuran-2-carboxamido)-5-oxohexanediamide